C(#N)C1=NC(=C(C2=C1C=CS2)O)C(=O)NCC(=O)O [(4-Cyano-7-hydroxy-thieno[3,2-c]pyridine-6-carbonyl)-amino]-acetic acid